Cl.C1(CC1)NC(OC(C1CNC1)CC1C2=CC=CC=C2C=2C=CC=CC12)=O (9H-fluorene-9-yl)methyl(azetidine-3-ylmethyl) (cyclopropyl)carbamate hydrochloride